O=C(C(=O)[O-])CCC(=O)[O-] keto-glutarate